CC=1C=C2C(=CN(C2=CC1)C1(CC1)/C=C/C(C)=O)[N+](=O)[O-] (E)-4-(1-(5-methyl-3-nitro-1H-indol-1-yl)cyclopropyl)but-3-en-2-one